4-{[{4-[(2S)-2,3-dihydro-1,4-benzodioxin-2-yl]benzyl}(ethyl)amino]meth-yl}benzoic acid O1[C@H](COC2=C1C=CC=C2)C2=CC=C(CN(CC)CC1=CC=C(C(=O)O)C=C1)C=C2